C(C)(C)(C)OC(=O)N1CCN(CC1)C=1C=NN2C1C=CC(=C2)C2=C(C=CC=C2)OC 4-(6-(2-Methoxyphenyl)pyrazolo[1,5-a]pyridin-3-yl)piperazine-1-carboxylic acid tert-butyl ester